ethyl Nα-(L-leucyl)-1-methyl-D-tryptophanate N[C@@H](CC(C)C)C(=O)N[C@H](CC1=CN(C2=CC=CC=C12)C)C(=O)OCC